3-amino-1-(5-((6-amino-9H-purin-9-yl)methyl)-6-bromobenzo[d][1,3]dioxol-4-yl)-N-cyclopropylpyrrolidine-3-carboxamide NC1(CN(CC1)C1=C(C(=CC=2OCOC21)Br)CN2C1=NC=NC(=C1N=C2)N)C(=O)NC2CC2